C(C)C=1C=C(OC2=CC=C(C=C2)C2CCCN3C2=NS(CC3)(=O)=O)C=CC1 9-[4-(3-ethylphenoxy)phenyl]-3,4,6,7,8,9-hexahydropyrido[2,1-c][1,2,4]thiadiazine 2,2-dioxide